(R)-N-((R/S)-1-(3-(difluoro(tetrahydrofuran-2-yl)methyl)phenyl)ethyl)-2-methylpropane-2-sulfinamide FC(C=1C=C(C=CC1)[C@@H](C)N[S@](=O)C(C)(C)C)(C1OCCC1)F |&1:8|